N-(2-propoxyethyl)-N-methylpyrrolidinium C(CC)OCC[N+]1(CCCC1)C